tert-Butyl 4-(5-((6-(3,5-dichlorophenyl)-3-methyl-4-(((methylsulfonyl)oxy)methyl)pyridin-2-yl)oxy)pyrazin-2-yl)piperazine-1-carboxylate ClC=1C=C(C=C(C1)Cl)C1=CC(=C(C(=N1)OC=1N=CC(=NC1)N1CCN(CC1)C(=O)OC(C)(C)C)C)COS(=O)(=O)C